(9H-fluoren-9-yl)methyl (S)-(4-methyl-1-(((4-nitrophenoxy)carbonyl)oxy)pentan-2-yl)carbamate CC(C[C@@H](COC(=O)OC1=CC=C(C=C1)[N+](=O)[O-])NC(OCC1C2=CC=CC=C2C=2C=CC=CC12)=O)C